tert-butyl 4-[5-[4-[2-(tert-butoxycarbonylamino)ethyl]phenoxy] carbonyl-3-chloro-2-pyridyl]piperazine-1-carboxylate C(C)(C)(C)OC(=O)NCCC1=CC=C(OC(=O)C=2C=C(C(=NC2)N2CCN(CC2)C(=O)OC(C)(C)C)Cl)C=C1